CN1N=C2C(=C1C(=C)C)SC=C2C 2,6-dimethyl-3-prop-1-en-2-yl-thieno[3,2-c]pyrazole